CC=1C(=C2C=NNC2=CC1)B(O)O (5-methyl-1H-indazole-4-yl)boronic acid